tert-butyl N-[[2-fluoro-4-[6-(3-fluoro-4-oxo-butyl)pyrrolo[2,1-f][1,2,4]triazin-4-yl]phenyl]methyl]carbamate FC1=C(C=CC(=C1)C1=NC=NN2C1=CC(=C2)CCC(C=O)F)CNC(OC(C)(C)C)=O